2-(6,6-dimethyl-4,5,6,7-tetrahydro-1H-indazol-3-yl)-5-fluoro-1H-indole-6-carboxylic acid CC1(CCC=2C(=NNC2C1)C=1NC2=CC(=C(C=C2C1)F)C(=O)O)C